(R)-tert-butyl (1-((3-chloro-2-fluorobenzyl)amino)-3-methoxy-1-oxopropan-2-yl)carbamate ClC=1C(=C(CNC([C@@H](COC)NC(OC(C)(C)C)=O)=O)C=CC1)F